C(C)(C)(C)N1N=C(N=N1)C(=O)NCC1=C(C=C(C=C1)C1=C(C=NC=C1)N1CC(CCC1=O)N(C(OC(C)(C)C)=O)C)C tert-butyl (1-(4-(4-((2-(tert-butyl)-2H-tetrazole-5-carboxamido)methyl)-3-methylphenyl)pyridin-3-yl)-6-oxopiperidin-3-yl)(methyl)carbamate